FC1(C2=CC=CC=C2C=2C=C(C=CC12)C(=O)NCC(=O)N1[C@@H](C[C@H](C1)S(=O)(=O)CC)C(=O)OC)F methyl (2S,4R)-1-((9,9-difluoro-9H-fluorene-3-carbonyl)glycyl)-4-(ethylsulfonyl)pyrrolidine-2-carboxylate